7-[3-[4-[3-[3-amino-6-(2-hydroxyphenyl)pyridazin-4-yl]-3,8-diazabicyclo[3.2.1]octan-8-yl]-2-pyridyl]prop-2-ynyl]-3-oxa-7-azabicyclo[3.3.1]nonan-9-ol NC=1N=NC(=CC1N1CC2CCC(C1)N2C2=CC(=NC=C2)C#CCN2CC1COCC(C2)C1O)C1=C(C=CC=C1)O